CC=1C=C(C=NC1C)NC(C(=O)N1[C@H](CC[C@@H](C1)C)C1=CC=C(C=C1)S(=O)(=O)C)=O N-(5,6-dimethyl-3-pyridyl)-2-[(2R,5S)-5-methyl-2-(4-methylsulfonylphenyl)-1-piperidyl]-2-oxo-acetamide